CC1=C(C=2N(C=C1C1=C(C=3N=C(SC3N1)N1[C@@H](CN(CC1)CC(C)(O)C)C)C(C)C)N=CN2)C (R)-1-(4-(5-(7,8-dimethyl-[1,2,4]triazolo[1,5-a]pyridin-6-yl)-6-isopropyl-4H-pyrrolo[3,2-d]thiazol-2-yl)-3-methylpiperazin-1-yl)-2-methylpropan-2-ol